6-[8-(1,3-benzothiazol-2-ylcarbamoyl)-3,4-dihydro-1H-isoquinolin-2-yl]-3-[2-methyl-3-[4-(4-piperidyl)butoxy]phenyl]pyridine-2-carboxylic acid S1C(=NC2=C1C=CC=C2)NC(=O)C=2C=CC=C1CCN(CC21)C2=CC=C(C(=N2)C(=O)O)C2=C(C(=CC=C2)OCCCCC2CCNCC2)C